FC(C1=C(C=C2CCCN(C2=C1)C1=C2CN(CC2=CC(=C1)C1CCNCC1)C(C)=O)C=1C=NN(C1)C)F 1-{4-[7-(difluoromethyl)-6-(1-methylpyrazol-4-yl)-3,4-dihydro-2H-quinolin-1-yl]-6-(piperidin-4-yl)-1,3-dihydroisoindol-2-yl}-ethanone